(5-((5-Chloro-8-(4-methylpyridin-3-yl)quinazolin-2-yl)amino)-2-(tetrahydrofuran-3-yl)phenyl)methanol ClC1=C2C=NC(=NC2=C(C=C1)C=1C=NC=CC1C)NC=1C=CC(=C(C1)CO)C1COCC1